C(C)NC(=O)NCCCCCCCCCC N-ethyl-N'-decylurea